ClC1=C(CCC2=C(C=CC=C12)OC)C=O 1-CHLORO-5-METHOXY-3,4-DIHYDRO-NAPHTHALENE-2-CARBALDEHYDE